FC(OC=1C=C(C=CC1F)C=1C=C2C(=NC1)C=NN2CC(=O)N2C[C@@H](CC2)F)F |r| (Racemic)-(R,S)-2-[6-[3-(Difluoromethoxy)-4-fluoro-phenyl]pyrazolo[4,3-b]pyridin-1-yl]-1-(3-fluoropyrrolidin-1-yl)ethanone